3-amino-4,4,4-trifluorobutyric acid ethyl ester C(C)OC(CC(C(F)(F)F)N)=O